tert-butyl 7-(1-((7-methoxy-2-methyl-2H-pyrazolo[3,4-c]pyridin-5-yl)carbamoyl)-2,3-dihydro-1H-pyrrolo[2,3-b]pyridin-4-yl)-4,7-diazaspiro[2.5]octane-4-carboxylate COC1=NC(=CC=2C1=NN(C2)C)NC(=O)N2CCC=1C2=NC=CC1N1CCN(C2(CC2)C1)C(=O)OC(C)(C)C